(6Ar)-6,6,9-trimethyl-3-pentyl-6a,7,8,9,10,10a-hexahydrobenzo[c]chromen-1-ol CC1(OC=2C=C(C=C(C2C2[C@H]1CCC(C2)C)O)CCCCC)C